1,7-diazepine N1C=CC=CC=N1